oxospiro[bicyclo[2.2.1]heptane-2,1'-cyclohexan] O=C1C2(CCCC1)C1CCC(C2)C1